FC=1C=C(C#N)C=CC1C=1C2=C(N=C(N1)N1C[C@H](OCC1)C1=CC(=NC=C1)OC)C(N(C(=N2)C(F)(F)F)C)=O (R)-3-fluoro-4-(2-(2-(2-methoxypyridin-4-yl)morpholino)-7-methyl-8-oxo-6-(trifluoromethyl)-7,8-dihydropyrimido[5,4-d]pyrimidin-4-yl)benzonitrile